C(C)(C)OC1=CC(=C(C=N1)NC(C)=O)C N-(6-isopropoxy-4-methyl-3-pyridyl)acetamide